(2-(4-benzyl-3,5-dioxo-1,2,4-thiadiazolidin-2-yl)ethyl)-L-phenylalanine C(C1=CC=CC=C1)N1C(N(SC1=O)CCN[C@@H](CC1=CC=CC=C1)C(=O)O)=O